BrC1=CC=C(C=C1)P(CC(C)(C)C)(CC(C)(C)C)=O (4-Bromophenyl)dineopentylphosphine oxide